C(CCC)N1N=C(C(=C1CC)O)C(C)C 1-n-butyl-5-ethyl-4-hydroxy-3-isopropyl-pyrazole